tert-butyl 3-(7-fluoro-1-methoxyisoquinolin-3-yl)-2,5-dihydro-1H-pyrrole-1-carboxylate FC1=CC=C2C=C(N=C(C2=C1)OC)C=1CN(CC1)C(=O)OC(C)(C)C